trimethylammonioethyl methacrylat chlorid [Cl-].C(C(=C)C)(=O)OCC[N+](C)(C)C